dimethyl-ammonium hexafluorophosphate F[P-](F)(F)(F)(F)F.C[NH2+]C